ClC=1C(=NC(=NC1)NC=1C=NN(C1)C1CCC(CC1)O)NC=1C=C(C=CC1F)NC(\C=C\CN(C)C)=O (E)-N-(3-((5-chloro-2-((1-(4-hydroxycyclohexyl)-1H-pyrazol-4-yl)amino)pyrimidin-4-yl)amino)-4-fluorophenyl)-4-(dimethylamino)but-2-enamide